C1[C@H]([C@@H]([C@@H](C=C1C(=O)O)O)O)OC(=O)/C=C/C2=CC(=C(C=C2)O)O The molecule is a carboxylic ester obtained by formal condensation of the carboxy group of (E)-caffeic acid with the 5-hydroxy group of shikimic acid. It has a role as a plant metabolite. It is an alpha,beta-unsaturated monocarboxylic acid, a cyclohexenecarboxylic acid, a member of catechols and a carboxylic ester. It derives from a shikimic acid and a trans-caffeic acid. It is a conjugate acid of a 5-[(E)-caffeoyl]shikimate.